O1CCC(CC1)C(C(=O)N)C tetrahydro-2H-pyran-4-yl-propionamide